C(=C)C1=CC=C(C)C=C1 p-vinyl-toluene